CC(C=C)(CC\C=C(/CCC=C(C)C)\C)OC(C)=O acetic acid (Z)-3,7,11-trimethyldodec-1,6,10-trien-3-yl ester